N1C=C(C2=CC=CC=C12)OB(O)O (1H-indol-3-yl)boric acid